N1=C(C=CC(=C1)CNC1=CC=C(C=C1)CC)CNC1=CC=C(C=C1)CC N'-(Pyridine-2,5-diylbis(methylene))bis(4-ethylaniline)